O=C(C(=O)NC1=CN(C(C=C1)=O)C1=CC=CC=C1)C 2-oxo-N-(6-oxo-1-phenyl-1,6-dihydropyridin-3-yl)propanamide